dicapryl phthalate CCCCCCC(C)OC(=O)C1=CC=CC=C1C(=O)OC(C)CCCCCC